BrC1=C(C=CC(=C1)F)C1N=C(NC(=C1C(=O)OCC)CN1CCN(CC1)C1=CC(=CC=C1)O)C=1SC=CN1 ethyl 4-(2-bromo-4-fluorophenyl)-6-((4-(3-hydroxyphenyl) piperazin-1-yl) methyl)-2-(thiazol-2-yl)-1,4-dihydropyrimidine-5-carboxylate